C1(CCCC1)C1=NC=C(C(=N1)OC=1C=C(C=CC1)C)C(=O)NC(C)C=CS(=O)(=O)C 2-cyclopentyl-N-(4-(methylsulfonyl)but-3-en-2-yl)-4-(m-tolyloxy)pyrimidine-5-carboxamide